propanehydrazide bis[2-(methacryloyloxy)ethyl]hydrogenphosphate C(C(=C)C)(=O)OCCOP(=O)(O)OCCOC(C(=C)C)=O.C(CC)(=O)NN